BrC1=CC=C2C(=CNC2=C1)C(C(=O)NC1=CC=CC=C1)=C (6-bromo-1H-indol-3-yl)-N-phenylacrylamide